FC1=CC=C(C=C1)[C@H](C(=O)N1CC=2CN(CC2C1)S(=O)(=O)C=1C=NC(=CC1)C(F)(F)F)O (2R)-2-(4-fluorophenyl)-2-hydroxy-1-(5-{[6-(trifluoromethyl)pyridin-3-yl]sulfonyl}-1H,2H,3H,4H,5H,6H-pyrrolo[3,4-c]pyrrol-2-yl)ethan-1-one